OC1CCC(CC1)C(C)(C)NC(OC(C)(C)C)=O tert-Butyl (2-((1r,4r)-4-hydroxycyclohexyl)propan-2-yl)carbamate